(1S,2S)-1-(4-(chloromethyl)phenyl)-N1,N1-dimethyl-N2-(3-methyl-[1,2,4]triazolo[3,4-a]phthalazin-6-yl)propane-1,2-diamine ClCC1=CC=C(C=C1)[C@@H]([C@H](C)NC1=NN2C(C3=CC=CC=C13)=NN=C2C)N(C)C